(1R,2R)-2-fluorocyclopentyl (4-nitrophenyl) carbonate C(O[C@H]1[C@@H](CCC1)F)(OC1=CC=C(C=C1)[N+](=O)[O-])=O